tert-butyl 4-((3-(5-carbamimidoylthiophen-3-yl)phenyl)carbamoyl)-4-(4-chlorophenoxy)piperidine-1-carboxylate C(N)(=N)C1=CC(=CS1)C=1C=C(C=CC1)NC(=O)C1(CCN(CC1)C(=O)OC(C)(C)C)OC1=CC=C(C=C1)Cl